O=C([C@@H](C)NC(C)=O)N1C(C(N(C(C1([2H])[2H])([2H])[2H])C1=CC(=C(C=C1)[2H])C(F)(F)F)([2H])[2H])([2H])[2H] (R,S)-N-(1-oxo-1-(4-(3-(trifluoromethyl)phenyl-4-d)piperazin-1-yl-2,2,3,3,5,5,6,6-d8)propan-2-yl)acetamide